Methyl (S)-4-(3-fluoro-2-(2,2,2-trifluoroethyl)phenyl)-2-methyl-5-oxo-1,4,5,7-tetrahydrofuro[3,4-b]pyridine-3-carboxylate FC=1C(=C(C=CC1)[C@@H]1C2=C(NC(=C1C(=O)OC)C)COC2=O)CC(F)(F)F